C1[C@@H]([C@@H]([C@H](C(O1)O)OP(=O)(O)O[C@@H]2[C@H](O[C@@]([C@H]2O)(CO)O[C@@H]3[C@@H]([C@H]([C@@H]([C@H](O3)CO)O)O)O)CO)O)O The molecule is a member of the class of agrocinopines that consists of sucrose and L-arabinose units joined via a phosphodiester linkage between position 4(F) of sucrose and position 2 of arabinose. It has a role as a plant metabolite. It derives from a sucrose and a L-arabinopyranose.